tert-Butyl ((4-methyl-2-vinylphenyl)sulfonyl)-L-prolinate CC1=CC(=C(C=C1)S(=O)(=O)N1[C@@H](CCC1)C(=O)OC(C)(C)C)C=C